FC1=C(C(=O)OCC)C=CC(=C1NC(=O)C1=CC(=NN1)F)F ethyl 2,4-difluoro-3-(3-fluoro-1H-pyrazole-5-carboxamido)benzoate